norbornene-2,3-diol C12C(=C(C(CC1)C2)O)O